C1(CC1)COC1CCN(CC1)C1=NC(=CC=C1C(=O)NS(=O)(=O)C1=CC=NN1)C1=CC(=CC(=C1)OCC(C)C)F 2-[4-(Cyclopropylmethoxy)-1-piperidyl]-6-(3-fluoro-5-isobutoxyphenyl)-N-(1H-pyrazol-5-ylsulfonyl)pyridin-3-carboxamid